NCC=1C=C(C=NC1F)C1C(NC(CC1)=O)=O 3-(5-(Aminomethyl)-6-fluoropyridin-3-yl)piperidine-2,6-dione